(-)-1-{(3S*,4R*)-4-(2,6-difluoro-4-methoxyphenyl)-1-[(5-methyloxazol-2-yl)methyl]-2-oxopyrrolidin-3-yl}-3-(4-fluorophenyl)urea FC1=C(C(=CC(=C1)OC)F)[C@H]1[C@@H](C(N(C1)CC=1OC(=CN1)C)=O)NC(=O)NC1=CC=C(C=C1)F |o1:10,11|